C(C=1C(O)=CC=CC1)(=O)[O-].C[NH+]1[C@@H](CCC1)C=1C=NC=CC1C (2S)-1-methyl-2-(4-methylpyridin-3-yl)pyrrolidin-1-ium salicylate